(R)-N-((S)-5-ethynyl-1'-(8-iodoimidazo[1,2-c]pyrimidin-5-yl)-1,3-dihydrospiro[indene-2,4'-piperidin]-1-yl)-2-methylpropane-2-sulfinamide C(#C)C=1C=C2CC3(CCN(CC3)C3=NC=C(C=4N3C=CN4)I)[C@@H](C2=CC1)N[S@](=O)C(C)(C)C